[Pt]=S trans-platinum sulfide